C(C)OC1=CC=C(C=C1)N1N=NC=C1 1-(4-ethoxyphenyl)-1H-1,2,3-triazol